N-(2,2,6,6-tetramethylpiperidin-4-yl)piperidine-1-carboxamide CC1(NC(CC(C1)NC(=O)N1CCCCC1)(C)C)C